1-(5-((2S,5R)-5-(5-((2,4-dimethoxybenzyl)amino)-7,9-difluoro-[1,2,4]triazolo[1,5-c]quinazolin-2-yl)-2-methylpiperidine-1-carbonyl)pyridazin-3-yl)ethan-1-one COC1=C(CNC2=NC=3C(=CC(=CC3C=3N2N=C(N3)[C@@H]3CC[C@@H](N(C3)C(=O)C=3C=C(N=NC3)C(C)=O)C)F)F)C=CC(=C1)OC